CN(CCNC=1SC(=C(N1)C)C1=C(C=NC(=C1)NC1CCN(CC1)S(=O)(=O)C)C#N)C 4-[2-[2-(dimethylamino)ethylamino]-4-methyl-thiazol-5-yl]-6-[(1-methylsulfonyl-4-piperidyl)amino]pyridine-3-carbonitrile